(S)-2-[1-(3-ethoxy-4-methoxyphenyl)-2-methylsulfonyl-ethyl]-4-acetylaminoisoindoline-1,3-dione C(C)OC=1C=C(C=CC1OC)[C@@H](CS(=O)(=O)C)N1C(C2=CC=CC(=C2C1=O)NC(C)=O)=O